NC1=C(C=CC(=C1F)NCC1=CC=C(C=C1)C(F)(F)F)NC([C@H]([C@H](CCCCCCCC)F)F)=O (2R,3S)-N-(2-amino-3-fluoro-4-((4-(trifluoromethyl)benzyl)amino)phenyl)-2,3-difluoroundecanamide